CC(C)(C)[O-].CC(C)(C)[O-].CC(C)(C)[O-].CC(C)(C)[O-].[Zr+4] zirconium tetra-t-butoxide